N-methyl-(β-phenylethyl)amine CNCCC1=CC=CC=C1